cis-9-dodecene CCCCCCCC\C=C/CC